(3S)-3-amino-4-(5-chloro-7-{[(furan-2-yl)methyl]amino}-3-methylthieno[3,2-b]pyridin-2-yl)butanenitrile N[C@@H](CC#N)CC1=C(C2=NC(=CC(=C2S1)NCC=1OC=CC1)Cl)C